O=C1NC(CCC1N1C(C2=CC=C(C=C2C1)C1CCN(CC1)CC1=C(C#N)C=CC=C1)=O)=O 2-((4-(2-(2,6-dioxopiperidin-3-yl)-1-oxoisoindolin-5-yl)piperidin-1-yl)methyl)benzonitrile